C[C@H]1CC[C@@H](N(C1)S(=O)(=O)C1=CC=C(C=C1)C)C=1C=CC2=C(N=C(S2)C=2CCN(CC2)C(=O)OC(C)(C)C)C1 tert-butyl 4-[5-[(2R,5S)-5-methyl-1-(p-tolylsulfonyl)-2-piperidyl]-1,3-benzothiazol-2-yl]-3,6-dihydro-2H-pyridine-1-carboxylate